C(\C=C\C(=O)OCCCCC)(=O)OCCCCC di-(n-pentyl) fumarate